[Si](C1=CC=CC=C1)(C1=CC=CC=C1)(C(C)(C)C)OCC1CC2=C(C=C(C=C2)Cl)C=2C(=CN(C(C2)=O)CC(=O)OC(C)(C)C)CO1 Tert-Butyl [7-({[tert-butyl(diphenyl)silyl]oxy}methyl)-11-chloro-2-oxo-7,8-dihydro-2H-[3]benzoxocino[5,6-c]pyridin-3(5H)-yl]acetate